4-((3-(1-(2,6-dioxopiperidine-3-yl)-3-methyl-2-oxo-2,3-dihydro-1H-benzo[d]imidazol-4-yl)prop-2-yn-1-yl)oxy)piperidine-1-Acetamide O=C1NC(CCC1N1C(N(C2=C1C=CC=C2C#CCOC2CCN(CC2)CC(=O)N)C)=O)=O